4-methyl-1-(trans-5-((3-(trifluoromethyl)benzyl)oxy)octa-hydrocyclopenta[c]pyrrole-2-carbonyl)-1H-pyrazole-3-carboxylic acid CC=1C(=NN(C1)C(=O)N1CC2C(C1)CC(C2)OCC2=CC(=CC=C2)C(F)(F)F)C(=O)O